O=C1NC(CCC1N1C(C2=CC=C(C=C2C1=O)NCCCC1CC(C1)N1N=CC(=C1)C1=NC2=CC(=CC=C2N=C1)C1CN(C1)C)=O)=O 2-(2,6-dioxopiperidin-3-yl)-5-((3-(3-(4-(7-(1-methylazetidin-3-yl)quinoxalin-2-yl)-1H-pyrazol-1-yl)cyclobutyl)propyl)amino)isoindoline-1,3-dione